O=C1[C@@H]2N(C3=C(N1CC1(CC1)C#N)C=C(C=N3)C(F)(F)F)CCNC2 (R)-1-((6-oxo-3-(trifluoromethyl)-6,6a,7,8,9,10-hexahydro-5H-pyrazino[1,2-a]pyrido[3,2-e]pyrazin-5-yl)methyl)cyclopropane-1-carbonitrile